FC([C@](CO)(C)NC(=O)C=1N=C2N(C=CC=C2C2=C(C=CC=C2)OCC(F)(F)F)C1)(F)F (R)-N-(1,1,1-trifluoro-3-hydroxy-2-methylpropan-2-yl)-8-(2-(2,2,2-trifluoroethoxy)phenyl)imidazo[1,2-a]pyridine-2-carboxamide